(2-methylpropyl)(prop-2-yl)amine CC(CNC(C)C)C